1-(((S)-7-((R)-3-cyclohexyl-2-methylpropanoyl)-10-hydroxy-7-azaspiro[4.5]decan-10-yl)methyl)-4-cyclopropyl-N,N-dimethyl-6-oxo-1,6-dihydropyridine-3-carboxamide C1(CCCCC1)C[C@H](C(=O)N1CC2(CCCC2)[C@](CC1)(O)CN1C=C(C(=CC1=O)C1CC1)C(=O)N(C)C)C